4-(4-fluorophenyl)piperidin-4-ol FC1=CC=C(C=C1)C1(CCNCC1)O